Methyl-(5-cyano-2-((3-(4-cyano-3-(trifluoromethyl)phenyl)-2-(trifluoromethyl)oxazolidin-5-yl)methoxy)phenyl)carbamat COC(NC1=C(C=CC(=C1)C#N)OCC1CN(C(O1)C(F)(F)F)C1=CC(=C(C=C1)C#N)C(F)(F)F)=O